ethyl formate (Ethyl formate) C(C)C(=O)O.C(=O)OCC